ClC1=CC=C2C(=N1)N(C(=C2)C2=NC1=C(N2C)C(=CC(=C1)C(=O)N1C[C@@H](CCC1)NC(OC(C)(C)C)=O)OC)CC1CC1 tert-butyl (R)-(1-(2-(6-chloro-1-(cyclopropylmethyl)-1H-pyrrolo[2,3-b]pyridin-2-yl)-7-methoxy-1-methyl-1H-benzo[d]imidazole-5-carbonyl)piperidin-3-yl)carbamate